FC(OC1=C(N)C=CC(=C1)N1C[C@@H](N(CC1)C)C)F (S)-2-(difluoromethoxy)-4-(3,4-dimethylpiperazin-1-yl)aniline